ClC=1C=C(C=CC1Cl)C=1N=C(SC1SC(C)C)N1N=C(C(=C1C(=O)O)C1=CC(=CC=C1)F)C(C)C 1-(4-(3,4-dichlorophenyl)-5-(isopropylsulfanyl)thiazol-2-yl)-4-(3-fluorophenyl)-3-isopropyl-1H-pyrazole-5-carboxylic acid